Cl.OCCOCCNC(=O)C1=CC2=C(N(C(=N2)NC=2SC=3CNCCC3N2)C)C=C1 N-(2-(2-hydroxyeth-oxy)ethyl)-1-methyl-2-((4,5,6,7-tetrahydro-thiazolo[5,4-c]pyridin-2-yl)amino)-1H-benzo-[d]imidazole-5-carboxamide hydrochloride